C1(CC2C(CC1)O2)CC[Zr](OC)(OC)OC 2-(3,4-epoxycyclohexyl)ethyl-trimethoxyzirconium(IV)